CC=1N=NC=C(C1[C@@H](C)OC=1C=C2C(=NNC2=CC1)C=1C=C2CCC3(CCN(CC3)CC)OC2=CC1)C (R)-6-(5-(1-(3,5-dimethylpyridazin-4-yl)ethoxy)-1H-indazol-3-yl)-1'-ethylspiro[chroman-2,4'-piperidine]